C(C)(C)(C)[Si](OC1=CC=C(C=C1)C1CCC(CC1)=C)(C)C t-Butyldimethyl-(4-(4-methylenecyclohexyl)phenoxy)silane